1-(1H-imidazol-1-yl)phenylthiourea N1(C=NC=C1)C1(CC=CC=C1)NC(=S)N